ClC=1C=C(C(=NC1)OC1=CC2=C(C=N1)N=C(N2C)C(=O)N[C@@H]2[C@H](C(CCC2)(F)F)O)OCC(F)F 6-[[5-chloro-3-(2,2-difluoroethoxy)-2-pyridyl]oxy]-N-[(1S,2R)-3,3-difluoro-2-hydroxy-cyclohexyl]-1-methyl-imidazo[4,5-c]pyridine-2-carboxamide